(3R)-3'-fluoro-3-methyl-[1,4'-bipiperidine]-1'-carboxylic acid tert-butyl ester C(C)(C)(C)OC(=O)N1CC(C(CC1)N1C[C@@H](CCC1)C)F